2-(4-(6-((4-cyano-2-methoxybenzyl)oxy)pyridin-2-yl)-2,5-difluorobenzyl)-4-methoxy-1-(oxetan-2-ylmethyl)-1H-benzo[d]imidazole-6-carboxylic acid C(#N)C1=CC(=C(COC2=CC=CC(=N2)C2=CC(=C(CC3=NC4=C(N3CC3OCC3)C=C(C=C4OC)C(=O)O)C=C2F)F)C=C1)OC